methyl 5-fluoro-2-((4-fluoro-2-meth-ylphenyl)-amino)-6-meth-ylnicotinate FC=1C(=NC(=C(C(=O)OC)C1)NC1=C(C=C(C=C1)F)C)C